6'-((1S,2S)-2-(6-(2,4-dimethoxypyrimidin-5-yl)imidazo[1,2-b]pyridazin-8-yl)cyclopropyl)-5'-fluoro-1'-(2,2,2-trifluoroethyl)spiro[cyclopropane-1,3'-indolin]-2'-one COC1=NC=C(C(=N1)OC)C=1C=C(C=2N(N1)C=CN2)[C@@H]2[C@H](C2)C2=C(C=C1C3(C(N(C1=C2)CC(F)(F)F)=O)CC3)F